N-(4-{[6-(5-Chloro-2-Fluorophenyl)-3-Methylpyridazin-4-yl]Amino}Pyridin-2-yl)-3-[4-(2-Methanesulfonylethyl)Piperazin-1-yl]Propanamid ClC=1C=CC(=C(C1)C1=CC(=C(N=N1)C)NC1=CC(=NC=C1)NC(CCN1CCN(CC1)CCS(=O)(=O)C)=O)F